FC1=C(C=CC(=C1)[C@@H]1CC[C@H](CC1)CCCC)C(OC=1C=C(C(=C(C1)F)F)F)(F)F 5-[[2-fluoro-4-(trans-4-butylcyclohexyl)phenyl]difluoromethoxy]-1,2,3-trifluorobenzene